(3R)-3-amino-7-[2-(2-amino-3,3,3-trifluoro-propyl)tetrazol-5-yl]-5-[(4-chlorophenyl)methyl]-8-fluoro-1,1-dioxo-2,3-dihydro-1lambda6,5-benzothiazepin-4-one N[C@H]1CS(C2=C(N(C1=O)CC1=CC=C(C=C1)Cl)C=C(C(=C2)F)C=2N=NN(N2)CC(C(F)(F)F)N)(=O)=O